4-chloro-1,7-naphthyridin-8-amine ClC1=CC=NC2=C(N=CC=C12)N